[Br-].C(CCCCCCCCCCCCCCC)C(C)[N+](C)(C)C cetyl-trimethyl-ethylammonium bromide